CN1N=CC2=CC=C(C=C12)B1OC(C(O1)(C)C)(C)C (R)-(-)-1-methyl-6-(4,4,5,5-tetramethyl-1,3,2-dioxaborolan-2-yl)indazole